Methyl 2,4-dichloro-5-bromobenzoate ClC1=C(C(=O)OC)C=C(C(=C1)Cl)Br